[N+](=O)([O-])C=1C=C(C(=O)N)C=CC1NCCC1=CC=C(C=C1)Br 3-nitro-4-((4-bromophenylethyl)amino)benzamide